OC1=CC=C(C=C1)C1CC(CCC1C)C(C)(C)C1=CC=C(C=C1)O 4-[1-[3-(4-hydroxyphenyl)-4-methylcyclohexyl]-1-methyl-ethyl]-phenol